C(C)OC(=O)C=1N=C(OC1C1=CC=C(C=C1)OC)C1=CC=C(C=C1)C(F)(F)F 5-(4-methoxyphenyl)-2-(4-(trifluoromethyl)phenyl)Oxazole-4-carboxylic acid ethyl ester